COC1=C(C=CC=C1)C(=C=CC(C)=O)C1=C(C=CC=C1)OC bis(methoxyphenyl)pentadieneone